C(C(C)C)O isobutyl hydroxide